rac-(R)-7-(2-(((3-chloropyridin-2-yl)oxy)methyl)pyrrolidin-1-yl)-6-cyano-1-(1-methyl-1H-pyrazol-4-yl)-4-oxo-1,4-dihydro-quinoline-3-carboxylic acid ClC=1C(=NC=CC1)OC[C@@H]1N(CCC1)C1=C(C=C2C(C(=CN(C2=C1)C=1C=NN(C1)C)C(=O)O)=O)C#N |r|